OCCCCN1C[C@H](CC1)N1C[C@@H]2N(O[C@@H](C(N2[C@H](C1=O)CC(C)(C)C)=O)CC(C)C)C(\C=C\C=1SC=C(N1)C=1C=NC=CC1)=O (3R,6S,9aS)-8-((S)-1-(4-hydroxybutyl)pyrrolidin-3-yl)-3-isobutyl-6-neopentyl-1-((E)-3-(4-(pyridin-3-yl)thiazol-2-yl)acryloyl)tetrahydropyrazino[2,1-c][1,2,4]oxadiazine-4,7(3H,6H)-dione